C(CCC)C1C(=O)OCCCCCCCC1 butyl-decanolide